3,9-diazaspiro[5.5]undecan-2-one C1C(NCCC12CCNCC2)=O